2-acrylamido-N-(5-(3,5-dimethoxyphenethyl)-1H-pyrazol-3-yl)-4-((2-hydroxyethyl)(methyl)amino)benzamide C(C=C)(=O)NC1=C(C(=O)NC2=NNC(=C2)CCC2=CC(=CC(=C2)OC)OC)C=CC(=C1)N(C)CCO